BrC1=C(C=NN(C1=O)C)N[C@@H]1C[C@@H](CN(C1)CC1CC1)C1=CC=C(C(=O)OCC)C=C1 ethyl 4-[(3R,5R)-5-[(5-bromo-1-methyl-6-oxo-pyridazin-4-yl)amino]-1-(cyclopropylmethyl)-3-piperidyl]benzoate